amino-dicyanoimidazole NC=1NC(=C(N1)C#N)C#N